FC1=CC(=C(C=C1C1=CC(=CC(=C1)OC)OC)C=O)[N+](=O)[O-] 6-fluoro-3',5'-dimethoxy-4-nitrobiphenyl-3-carbaldehyde